(S)-1-(5-(4,6-dimethylpyrimidin-5-yl)-1H-pyrrole-2-carbonyl)-N-(3,4,5-trifluorophenyl)pyrrolidine-3-carboxamide CC1=NC=NC(=C1C1=CC=C(N1)C(=O)N1C[C@H](CC1)C(=O)NC1=CC(=C(C(=C1)F)F)F)C